DL-alpha-difluoromethylornithine C(CC(C(F)F)(C(=O)O)N)CN